5-(1-(3,5-dimethoxybenzyl)-1H-indazol-6-yl)-1-methyl-3-(methylimino)pyridine-2(1H)-one COC=1C=C(CN2N=CC3=CC=C(C=C23)C=2CC(C(N(C2)C)=O)=NC)C=C(C1)OC